C(C)(C)(C)C1=CC=C(C(=O)NC=2C(=C(C=CC2)C2=CN(C(C(=N2)NC2=CC=C(C(=O)N3CCN(CC3)C(=O)OC(C)(C)C)C=C2)=O)C)C)C=C1 Tert-butyl 4-(4-((6-(3-(4-(tert-butyl)benzamido)-2-methylphenyl)-4-methyl-3-oxo-3,4-dihydropyrazin-2-yl)amino)benzoyl)piperazine-1-carboxylate